3-(2-amino-6-((1-(tert-butoxy)-1-oxoheptan-3-yl)amino)-5-(5-(2-cyanopropan-2-yl)-2-methoxybenzyl)pyrimidin-4-yl)propanoic acid NC1=NC(=C(C(=N1)CCC(=O)O)CC1=C(C=CC(=C1)C(C)(C)C#N)OC)NC(CC(=O)OC(C)(C)C)CCCC